NC1=CC=C(C=C1)NC(C=C)=O N-(4-aminophenyl)acrylamide